C(CCCCCCCCCCCCCCCCC)(=O)[O-].[Ni+2].C(CCCCCCCCCCCCCCCCC)(=O)[O-] nickel(II) stearate